COC1=C(C(=O)P(C2=C(CC(C=C2)(C)C)CCC)(C(C2=C(C=CC=C2OC)OC)=O)=O)C(=CC=C1)OC bis(2,6-dimethoxybenzoyl)-(2,4,4-trimethylethylphenyl)phosphine oxide